methyl 3-(4-hydroxyphenyl)oxetane-3-carboxylate OC1=CC=C(C=C1)C1(COC1)C(=O)OC